2-cyclopropyl-6-iodo-4-methyl-6,7,8,9-tetrahydropyrazolo[1,5-a][1,3]diazocine-5(4H)-one C1(CC1)C1=NN2C(N(C(C(CCC2)I)=O)C)=C1